tert-butyl (2-(1-(3-((tert-butoxycarbonyl)amino)propoxy)cyclopropyl)pyridin-4-yl)(1-(tert-butyl)-3-((1S,3R)-3-((tert-butyldimethylsilyl)oxy)cyclopentyl)-1H-pyrazol-5-yl)carbamate C(C)(C)(C)OC(=O)NCCCOC1(CC1)C1=NC=CC(=C1)N(C(OC(C)(C)C)=O)C1=CC(=NN1C(C)(C)C)[C@@H]1C[C@@H](CC1)O[Si](C)(C)C(C)(C)C